((9-methoxy-1,3,4,6,11,11a-hexahydro-2H-pyrido[1,2-b]isoquinolin-8-yl)amino)-5-o-toluylamino-1,2,4-triazine-6-carboxamide COC1=CC=2CC3N(CC2C=C1NC=1N=NC(=C(N1)NC1=C(C=CC=C1)C)C(=O)N)CCCC3